Cl.C1(CC1)COC1=CC(=C2C(NC(=NC2=C1)CSC1CCNCC1)=O)F 7-(cyclopropylmethoxy)-5-fluoro-2-((piperidin-4-ylthio)methyl)quinazolin-4(3H)-one hydrochloride